(4S)-7-bromo-N-[(1S)-1-(4-methoxyphenyl)ethyl]-2H,3H,4H-pyrano[3,2-b]pyridin-4-amine BrC=1C=C2C(=NC1)[C@H](CCO2)N[C@@H](C)C2=CC=C(C=C2)OC